4-(4-Nicotinyl-3,4-dihydro-2H-pyrido[4,3-b][1,4]thiazin-8-yl)benzonitrile C(C1=CN=CC=C1)N1C2=C(SCC1)C(=CN=C2)C2=CC=C(C#N)C=C2